NC1=NC=C(C2=C1C(=C(N2C)C2=C(C=C(C=C2)NC(=O)C(=C)F)C)C2=CC=C(C(=N2)OC)C(=O)NCC2(CC2)F)Br 6-(4-amino-7-bromo-2-{4-[(2-fluoroacrylamino)]-2-methylphenyl}-1-methylpyrrolo[3,2-c]pyridin-3-yl)-N-[(fluorocyclopropyl)methyl]-2-methoxypyridine-3-carboxamide